(2-(1H-imidazol-1-yl)ethoxy)quinazoline N1(C=NC=C1)CCOC1=NC2=CC=CC=C2C=N1